(4-Cyano-3-(trifluoromethyl)phenyl)-2-hydroxy-2-methyl-3-(4-nitro-1H-pyrazol-1-yl)propanamide C(#N)C1=C(C=C(C=C1)C(C(C(=O)N)(C)O)N1N=CC(=C1)[N+](=O)[O-])C(F)(F)F